C(C)(C)C1=C(/N=C/C2=NC(=CC=C2)C2=CC=CC3=CC=CC=C23)C(=CC=C1)C(C)C (E)-2,6-diisopropyl-N-((6-(naphthalen-1-yl)pyridin-2-yl)methylene)aniline